phosphaanthracene P1=CC=CC2=CC3=CC=CC=C3C=C12